C(C)(C)(C)OC(=O)N1CCC(CC1)C=1C=CC=C2C=CC(OC12)C1=C(C=C(C=C1)C1COC1)F 4-(2-(2-Fluoro-4-(oxetan-3-yl)phenyl)-2H-chromen-8-yl)piperidine-1-carboxylic acid tert-butyl ester